1-cyclopentyl-4-((5-phenylpyridin-2-yl)methyl)piperazine-2,3-dione C1(CCCC1)N1C(C(N(CC1)CC1=NC=C(C=C1)C1=CC=CC=C1)=O)=O